FC1CC(N(C1)C(CNC(=O)N1CCN(CC1)C(=O)OC(C)(C)C)=O)C(NC(C1=CC=CC=C1)C1=CC(=C(C=C1)C(C)C)F)=O tert-butyl 4-({2-[4-fluoro-2-({[3-fluoro-4-(propan-2-yl)phenyl](phenyl)methyl}carbamoyl)pyrrolidin-1-yl]-2-oxoethyl}carbamoyl)piperazine-1-carboxylate